[Cl-].C(C)[Zr+3].[Cl-].[Cl-] Ethyl-zirconium chloride